BrC1=CC=CC(=N1)C=1N=C2N(C=C(C=C2)C(F)F)C1 (6-bromopyridin-2-yl)-6-(difluoromethyl)imidazo[1,2-a]pyridine